C(C)(C)(C)OC(=O)N1CCN(CC1)C=1C=CC=2N=CN=C(C2N1)NC1=CC(=C(C=C1)OC1=CC2=C(N(N=N2)C)C=C1)C.C(C1=CC=CC=C1)(=O)C1=C(C(=O)N)C=CC=C1 o-(benzoyl)benzamide tert-butyl-4-[4-[3-methyl-4-(1-methylbenzotriazol-5-yl)oxy-anilino]pyrido[3,2-d]pyrimidin-6-yl]piperazine-1-carboxylate